(2-chlorophenyl)(3-hydroxy-1,1-dioxido-4H-benzo[e][1,2,4]thiadiazin-5-yl)methanone ClC1=C(C=CC=C1)C(=O)C1=CC=CC2=C1NC(=NS2(=O)=O)O